BrC=1C=C(C=C(C1)C1=CC(=CC(=C1)C(C)(C)C)C(C)(C)C)O 5-bromo-3',5'-di-tert-butyl-[1,1'-biphenyl]-3-ol